C1(=CC=CC=C1)C1OC[C@H]2N1C([C@H]1[C@@H]2O1)=O (1aR,1bR,6aR)-4-phenyltetrahydro-4H,6H-oxireno[2',3':3,4]pyrrolo[1,2-c]oxazol-6-one